6-{[dimethyl(oxido)-lambda6-sulfanylidene]amino}-2-methyl-N-[(1R)-1-phenylethyl]quinazolin-4-amine CS(=O)(C)=NC=1C=C2C(=NC(=NC2=CC1)C)N[C@H](C)C1=CC=CC=C1